C(C)NC(=O)C1=CC2=C(C(N(C=C2C2=C(C(N(C=C2)C)=O)OC2=C(C=C(C=C2C)F)C)C)=O)N1 N-ethyl-4-(3-(4-fluoro-2,6-dimethylphenoxy)-1-methyl-2-oxo-1,2-dihydropyridin-4-yl)-6-methyl-7-oxo-6,7-dihydro-1H-pyrrolo[2,3-c]pyridine-2-carboxamide